ClC=1C(=C(NCC=2C=NC(=CC2)Cl)C=CC1)F 3-chloro-N-((6-chloropyridin-3-yl)methyl)-2-fluoroaniline